dihydroxyphenylpropionic acid-ammonium salt [NH4+].OCC(C(=O)[O-])(C1=CC=CC=C1)O